FC(C(C(F)(F)F)OP(OC(C(F)(F)F)C(F)(F)F)OC(C(F)(F)F)C(F)(F)F)(F)F.C1(=CC=C(C=C1)[C@H]1[C@H](C1)/C=C/C1=CC=C(C=C1)\C=C\[C@@H]1[C@@H](C1)C1=CC=C(C=C1)C)C 1,4-bis((E)-2-((1r,2r)-2-(p-tolyl)cyclopropyl)vinyl)benzene tris(1,1,1,3,3,3-hexafluoro-2-propyl)phosphite